benzoimidazole-5-carboxylic acid bis-(2-hydroxy-ethyl)-amide OCCN(C(=O)C1=CC2=C(N=CN2)C=C1)CCO